C(CCCCC=C)=O HEPT-6-ENAL